C(CCCCC(C)C)OC(CCCCCCC)=O caprylic acid isooctyl ester